C[C@@H](CC(=O)[O-])COS(=O)(=O)C1=CC=C(C)C=C1 (S)-3-methyl-4-(tosyloxy)butanoate